4-Hydroxy-3-methoxy(coniferaldehyde) OC1(C(C=C(/C=C/C=O)C=C1)(OC)OC)O